6-Chloro-2-oxa-12-azatricyclo[7.4.1.05,14]tetradeca-5(14),6,8-triene hydrochloride Cl.ClC=1C=2CCOC3CNCCC(=CC1)C32